N=1C=CN2NC=CC21 imidazo[1,2-b]pyrazol